N1(N=CC=C1)C1(CNC1)CNC1=CC(=NC=2N1N=C(C2)C2CC2)C(F)(F)F N-((3-(1H-pyrazol-1-yl)azetidin-3-yl)methyl)-2-cyclopropyl-5-(trifluoromethyl)pyrazolo[1,5-a]pyrimidin-7-amine